CN1CCN(CC1)C1=CN=CC(=N1)C(=O)O 6-(4-methylpiperazin-1-yl)pyrazine-2-carboxylic acid